FC1=CC=2N(C=C1NC(=O)N1CCC=3C1=NC=CC3N3CCN(CC3)C)C=C(N2)C N-(7-fluoro-2-methylimidazo[1,2-a]pyridin-6-yl)-4-(4-methylpiperazin-1-yl)-2,3-dihydro-1H-pyrrolo[2,3-b]pyridine-1-carboxamide